3-(4-(2-azaspiro[3.3]heptan-6-yl)phenyl)piperidine-2,6-dione C1NCC12CC(C2)C2=CC=C(C=C2)C2C(NC(CC2)=O)=O